N,N-diethyl-difluoroacetamide C(C)N(C(C(F)F)=O)CC